C(C)N1C(=NN(C1=O)C1=C(C=C2C(C(CN(C2=C1)C(C)C)C1=C(C=CC=C1)C)=O)F)CO 7-(4-Ethyl-3-(hydroxymethyl)-5-oxo-4,5-dihydro-1H-1,2,4-triazol-1-yl)-6-Fluoro-1-isopropyl-3-(o-tolyl)-2,3-dihydroquinolin-4(1H)-one